C(#N)C(C)(C)C1=CC=CC(=N1)C(=O)O 6-(2-cyanoprop-2-yl)picolinic acid